2-Chloro-3-cyclopropylsulfanyl-4-methylsulfonyl-benzoic acid ClC1=C(C(=O)O)C=CC(=C1SC1CC1)S(=O)(=O)C